3-benzyloxy-4-methoxy-benzylchlorotrityl phosphate P(=O)(OC(C1=C(C(=CC=C1)CC1=CC(=C(C=C1)OC)OCC1=CC=CC=C1)Cl)(C1=CC=CC=C1)C1=CC=CC=C1)([O-])[O-]